ClC1=C(C=CC=C1C1=C(C(=NC=C1)NC1=C(C(=CC=C1)CNC[C@@H](C)O)F)Cl)C1=CC=C(C(=N1)OC)CNC[C@@H]1CCC(N1)=O (S)-5-((((6-(2-chloro-3-(3-chloro-2-((2-fluoro-3-((((R)-2-hydroxypropyl)amino)methyl)phenyl)amino)pyridin-4-yl)phenyl)-2-methoxypyridin-3-yl)methyl)amino)methyl)pyrrolidin-2-one